ClC=1N=CC=2N=CN=C(C2N1)NC1=CC(=C(C=C1)CC1=CC=2N(C=C1)N=CN2)C 6-chloro-N-(3-methyl-4-{[1,2,4]triazolo[1,5-a]pyridin-7-ylmethyl}phenyl)pyrimido[5,4-d][1,3]diazin-4-amine